COC=1C=C(C=CC1OCC#C)/C=C/C(=O)NC1=C(C(=O)NCC2COCC2)C=CC=C1 (E)-2-(3-(3-methoxy-4-(prop-2-yn-1-yloxy)phenyl)acrylamido)-N-((tetrahydrofuran-3-yl)methyl)benzamide